5-(4-nitrophenyl)-1,3,4-oxadiazole-2-thiol [N+](=O)([O-])C1=CC=C(C=C1)C1=NN=C(O1)S